((2R,3S,4S,5R,6R)-3,4,5-trihydroxy-6-(((R)-5-oxotetrahydrofuran-3-yl)oxy)tetrahydro-2H-pyran-2-yl)methyl (E)-3-(4-methoxyphenyl)acrylate COC1=CC=C(C=C1)/C=C/C(=O)OC[C@H]1O[C@H]([C@@H]([C@H]([C@@H]1O)O)O)O[C@H]1COC(C1)=O